monoguanidine gluconate O=C([C@H](O)[C@@H](O)[C@H](O)[C@H](O)CO)O.NC(=N)N